(8-((4-(cyclohexylamino)-5-(trifluoromethyl)-7H-pyrrolo[2,3-d]pyrimidin-2-yl)amino)-2,3-dihydro-benzo[b][1,4]dioxin-5-yl)(4-morpholino-piperidin-1-yl)methanone C1(CCCCC1)NC=1C2=C(N=C(N1)NC1=CC=C(C3=C1OCCO3)C(=O)N3CCC(CC3)N3CCOCC3)NC=C2C(F)(F)F